3-hydroxy-N-(4-(5-methyl-1,2,4-oxadiazol-3-yl)benzyl)isonicotinamide OC1=C(C(=O)NCC2=CC=C(C=C2)C2=NOC(=N2)C)C=CN=C1